(8-chloro-1-(methylthio)naphthalen-2-yl)boric acid ClC=1C=CC=C2C=CC(=C(C12)SC)OB(O)O